FC1=CC=C(C=C1)C1=C(C=C2CNC(C2=C1)=O)C1CCN(CC1)C(=O)OC(C)(C)C tert-Butyl 4-(6-(4-fluorophenyl)-1-oxoisoindolin-5-yl)piperidine-1-carboxylate